ClC=1N(C(=C(C1C(=O)NC1=CC(=C(C=C1)F)C#N)C)C(C(=O)NC1(CCOCC1)C)=O)C 2-chloro-N-(3-cyano-4-fluorophenyl)-1,4-dimethyl-5-(2-((4-methyltetrahydro-2H-pyran-4-yl)amino)-2-oxoacetyl)-1H-pyrrole-3-carboxamide